N-((2-chlorophenyl)carbamoyl)-2-fluoro-6-(trifluoromethyl)nicotinamide ClC1=C(C=CC=C1)NC(=O)NC(C1=C(N=C(C=C1)C(F)(F)F)F)=O